C(C)(C)(C)OC(=O)NCCC#CC1=C(C=CC(=C1)F)NC1=C(C(=O)OC)C=CC(=C1)C(F)(F)F methyl 2-((2-(4-((tert-butoxycarbonyl) amino) but-1-yn-1-yl)-4-fluorophenyl) amino)-4-(trifluoromethyl)-benzoate